COC1=CC=C(COC2=CC=C(C=C2)C=2N=C(C3=C(N2)NC=C3)C=3CCNCC3)C=C1 (4-((4-methoxybenzyl)oxy)phenyl)-4-(1,2,3,6-tetrahydropyridin-4-yl)-7H-pyrrolo[2,3-d]pyrimidine